NC=1C=2N(C3=CC(=CC=C3N1)C(=O)N([C@@H]1COC3=C1C=CC(=C3)C(F)(F)F)C)C=NC2C (S)-4-amino-N,3-dimethyl-N-(6-(tri-fluoromethyl)-2,3-dihydrobenzofuran-3-yl)imidazo[1,5-a]quinoxaline-8-carboxamide